CC1=C(C=C(C=C1)NC(=O)N1C[C@@H](CC1)CC(F)(F)F)C1=CC(=NC(=C1)N1CCOCC1)N1CC2(CC2C1)NC(OC(C)(C)C)=O tert-butyl N-[3-(4-{2-methyl-5-[(3S)-3-(2,2,2-trifluoroethyl)pyrrolidine-1-carbonylamino]phenyl}-6-(morpholin-4-yl)pyridin-2-yl)-3-azabicyclo[3.1.0]hexan-1-yl]carbamate